4-cyano-4-(ethylthiocarbonyl)thiolanoic acid C(#N)C1(CC(SC1)C(=O)O)C(=S)CC